CNCCCCCC(=O)O N-methyl-6-aminohexanoic acid